CN(S(=O)(=O)C)C1=C(C(=O)NC2=CC=C(C=C2)S(=O)(=O)N2CCC(CC2)=C(C)C)C=CC=C1 2-(N-Methylmethylsulfonamido)-N-(4-((4-(propan-2-ylidene)piperidin-1-yl)sulfonyl)phenyl)benzamide